(S)-2-(6-phenylindoline-1-carbonyl)pyrrolidine-1-carbonitrile C1(=CC=CC=C1)C1=CC=C2CCN(C2=C1)C(=O)[C@H]1N(CCC1)C#N